2-bromo-4-(pentafluorothio)aniline C1=CC(=C(C=C1S(F)(F)(F)(F)F)Br)N